[2-(2,6-Dimethoxybenzoimidazol-1-yl)ethyl]acetamide COC1=NC2=C(N1CCCC(=O)N)C=C(C=C2)OC